ClC1=CC(=C(OCC2=CC=CC(=N2)OC2CCN(CC2)CC2=NC3=C(N2CC2=CN=CN2CC)C=C(C=C3)C(=O)O)C=C1)F 2-((4-((6-((4-chloro-2-fluorophenoxy)methyl)pyridin-2-yl)oxy)piperidin-1-yl)methyl)-1-((1-ethyl-1H-imidazol-5-yl)methyl)-1H-benzo[d]imidazole-6-carboxylic acid